N1=CN=C2C1=CC=1N=CC=NC1C2 imidazolo[5,4-g]quinoxaline